C(C)(C)(C)OC(=O)N1CCC(=CC1)C1=NC(=CC=C1C)C1=NC(=C2N=C(N(C2=N1)C)C1=CC=NC=C1)N1CCOCC1 methyl-6-(9-methyl-6-morpholino-8-(pyridin-4-yl)-9H-purin-2-yl)-3',6'-dihydro-[2,4'-bipyridine]-1'(2'H)-carboxylic acid tert-butyl ester